FC1=CC=CC2=C(C3=CC=CC=C3C(=C12)OC(=O)CCC)OC(=O)CCC 1-fluoro-9,10-bis(n-propylcarbonyloxy)anthracene